FC=1C=C(C=2N(C1)C(=CN2)C2=NN(C1=C2C=NC(=C1)C(=O)N1CCOCC(C1)O)CC(F)(F)F)F [3-(6,8-Difluoro-imidazo[1,2-a]pyridin-3-yl)-1-(2,2,2-trifluoro-ethyl)-1H-pyrazolo[4,3-c]pyridin-6-yl]-(6-hydroxy-1,4-oxazepan-4-yl)-methanone